bis(methacrylamido-propoxy)ethane C(C(=C)C)(=O)NCCCOC(C)OCCCNC(C(=C)C)=O